CO[C@H]1[C@@H](CNC1)NC(O)=O.C(N)(OC(C)(C)C)=O tert-butyl carbamate ((3R,4R)-4-methoxypyrrolidin-3-yl)-carbamate